NC=1N=CC(=NC1Cl)C1=CC=C(C=C1)N1CCC(CC1)O 1-(4-(5-amino-6-chloropyrazin-2-yl)phenyl)piperidin-4-ol